sulfomethyl-furfural S(=O)(=O)(O)CC1=C(C=O)OC=C1